tert-butyl 1-(cyclopropylmethyl)-2-(7-fluoro-5-(methoxycarbonyl)-1-methyl-1H-benzo[d]imidazol-2-yl)-1,6,8,9-tetrahydro-7H-pyrrolo[2,3-f]isoquinoline-7-carboxylate C1(CC1)CN1C(=CC=2C1=C1CCN(CC1=CC2)C(=O)OC(C)(C)C)C2=NC1=C(N2C)C(=CC(=C1)C(=O)OC)F